CC=1C=C(C=CC1)CC#C 1-(3-methylphenyl)prop-2-yne